BrC1=CC=C(C=C1)N1C(=C(C(=C1)C1CCCC1)C(=O)OC)C#N methyl 1-(4-bromophenyl)-2-cyano-4-cyclopentyl-1H-pyrrole-3-carboxylate